CN[C@@H](CO)C(=O)O N-Methylserin